3-ethyl-3-[3-ethyloxetanylmethoxy]methoxybutane C(C)C(CC)(C)OCOCC1OCC1CC